dithio-diacetic anhydride C1(CSSCC(=O)O1)=O